3-phenyl-3-hexanol C1(=CC=CC=C1)C(CC)(CCC)O